N-[4-fluoro-5-(4-morpholin-4-ylphenyl)-2-[rac-(3R)-3,4-dimethylpiperazin-1-yl]phenyl]-1-methylindazole-3-carboxamide FC1=CC(=C(C=C1C1=CC=C(C=C1)N1CCOCC1)NC(=O)C1=NN(C2=CC=CC=C12)C)N1C[C@H](N(CC1)C)C |r|